(s)-1-phenylethanesulphonic acid C1(=CC=CC=C1)[C@H](C)S(=O)(=O)O